2-[(4-methoxyphenyl)methyl]-5-(pyridin-3-yl)-2H,4H,5H,6H-pyrrolo[3,4-c]pyrazol-4-one COC1=CC=C(C=C1)CN1N=C2C(=C1)C(N(C2)C=2C=NC=CC2)=O